Cl.C(C)C1=CC=C(CC2(CCNCC2)C#N)C=C1 4-(4-ethylbenzyl)piperidine-4-carbonitrile hydrochloride